isopropyltetrahydro-2H-pyran C(C)(C)C1OCCCC1